tert-butyl 2-[1-[4-[[2,6-dioxo-3-piperidyl]amino]-2,6-difluoro-phenyl]-4-hydroxy-4-piperidyl]acetate O=C1NC(CCC1NC1=CC(=C(C(=C1)F)N1CCC(CC1)(O)CC(=O)OC(C)(C)C)F)=O